N-acetyl-p-(methoxymethoxy)aniline C(C)(=O)NC1=CC=C(C=C1)OCOC